ClC1=CC=C(C=C1)NC(=O)C=1N=C(SC1)C=1C(=NN(C1)C)C(F)F N-(4-chlorophenyl)-2-(3-(difluoromethyl)-1-methyl-1H-pyrazol-4-yl)thiazole-4-carboxamide